C1(CCCC1)[C@@]1(C(NC2=C(C(=CC=C12)F)F)=O)C1=CC=C(C=C1)B(O)O (R)-(4-(3-cyclopentyl-6,7-difluoro-2-oxoindolin-3-yl)phenyl)boronic acid